BrC1=C(C=CC=C1)CCO[Si](C)(C)C(C)(C)C (2-bromophenylethoxy)(tert-butyl)dimethylsilane